[C@H]12CN(C[C@H](CC1)N2)C2=NC(=NC=1CC3(CCC21)CCC2=C(C=CC=C23)Br)OCC23CCCN3CCC2 4'-((1R,5S)-3,8-diazabicyclo[3.2.1]octan-3-yl)-4-bromo-2'-((tetrahydro-1H-pyrrolizin-7a(5H)-yl)methoxy)-2,3,5',8'-tetrahydro-6'H-spiro[indene-1,7'-quinazoline]